(2E)-N-(2-chloro-4-fluorophenyl)-3-phenylprop-2-enamide ClC1=C(C=CC(=C1)F)NC(\C=C\C1=CC=CC=C1)=O